1-N-[1-[4-(hydroxymethyl)cyclohexyl]-3-(1-hydroxy-1-methyl-ethyl)pyrazol-4-yl]-6-(trifluoromethyl)pyridine-2-carboxamide OCC1CCC(CC1)N1N=C(C(=C1)N1C(C=CC=C1C(F)(F)F)C(=O)N)C(C)(C)O